OC1=C(C=CC=C1C(C)C)C(CC(=O)OC)C Methyl 3-(2-hydroxy-3-isopropylphenyl)butyrate